tert-butyl 4-((4-(4-(3-(tert-butyl)phenoxy)butyl)phenyl)carbamoyl)piperazine-1-carboxylate C(C)(C)(C)C=1C=C(OCCCCC2=CC=C(C=C2)NC(=O)N2CCN(CC2)C(=O)OC(C)(C)C)C=CC1